3-ethoxy-4-(((3Z,8Z)-undec-3,8-dien-6-yl)oxy)benzaldehyde C(C)OC=1C=C(C=O)C=CC1OC(C\C=C/CC)C\C=C/CC